S(OC1=CC=C(C=C1)OCC1=C(C=C(C=C1F)C1=CC(=NC=C1)C(N)=O)F)(=O)(=O)F 4-((4-(2-carbamoylpyridin-4-yl)-2,6-difluorobenzyl)oxy)phenyl sulfurofluoridate